C(C1=CC=CC=C1)(SC)=O S-Methyl Benzothioate